[4-(tert-butoxycarbonylamino)cyclohexyl]methyl methanesulfonate CS(=O)(=O)OCC1CCC(CC1)NC(=O)OC(C)(C)C